(R)-(3-(4-(5-butyl-1,2,4-oxadiazol-3-yl)phenoxy)pyrrolidin-1-yl)(1-methyl-1H-indazol-3-yl)methanone C(CCC)C1=NC(=NO1)C1=CC=C(O[C@H]2CN(CC2)C(=O)C2=NN(C3=CC=CC=C23)C)C=C1